ClCCN1CCCCCC1 2-chloroethyl-azepane